butyl N-[(2R)-1-(benzyloxy)-3-fluoropropan-2-yl]carbamate C(C1=CC=CC=C1)OC[C@H](CF)NC(OCCCC)=O